[N+](=O)([O-])C1=CC=[N+](C=C1)[O-] 4-nitropyridine 1-oxide